ClC1=C(C=C(C=C1)Cl)[C@@H](C)N1C(=NC2=C1C=C(C(=C2)F)F)N2C[C@H]([C@@H](CC2)F)N (3R,4R)-1-(1-((1R)-1-(2,5-dichlorophenyl)ethyl)-5,6-difluoro-1H-benzoimidazol-2-yl)-4-fluoro-3-piperidinamine